1-(1-Aminoisochinolin-4-yl)-N-(5-bromo-2-methyl-6-(2H-1,2,3-triazol-2-yl)-pyridin-3-yl)-5-(trifluoromethyl)-1H-pyrazol-4-carboxamid NC1=NC=C(C2=CC=CC=C12)N1N=CC(=C1C(F)(F)F)C(=O)NC=1C(=NC(=C(C1)Br)N1N=CC=N1)C